C(CCCCC(=O)[O-])(=O)OCCCCCCCC(C)C monoisodecyl adipate